C(CCCCCCCCCCCCCCC)NN(C)C1CC1 hexadecylaminocyclopropyl-methylamine